C(C)(=O)O[C@H]1C[C@@]2([C@@H]3CC[C@@H]4C[C@H](CC[C@@]4([C@H]3CC[C@@]2([C@H]1C=1C=CC(OC1)=O)C)C)OC(=O)OCCN1CCCC1)O (3S,5R,8R,9S,10S,13R,14S,16S,17R)-14-hydroxy-10,13-dimethyl-17-(2-oxo-2H-pyran-5-yl)-3-(((2-(pyrrolidin-1-yl)ethoxy)carbonyl)oxy)hexadecahydro-1H-cyclopenta[a]phenanthren-16-yl acetate